[Si].CC1=C(C(=NC(=C1)C(N[C@@H]1[C@H]2CC[C@@H](C1)C2)=O)CO)C=2C(=CC1=C(OCCC3=C1SC=C3)C2)C(NC2=CC=C(C=C2)CNC(=O)OC(C)(C)C)=O methyl-6-(((1S,2S,4R)-bicyclo[2.2.1]heptan-2-yl)carbamoyl)-3-(9-((4-(((tert-butoxycarbonyl)amino)methyl)phenyl)carbamoyl)-4,5-dihydrobenzo[b]thieno[2,3-d]oxepin-8-yl)picolinol silicon